(R)-3-methyl-1-((R)-2-((1-oxo-4-(o-tolyl)-1,2-dihydroisoquinolin-7-yl)oxy)propanoyl)piperidine-3-carboxylic acid C[C@@]1(CN(CCC1)C([C@@H](C)OC1=CC=C2C(=CNC(C2=C1)=O)C1=C(C=CC=C1)C)=O)C(=O)O